CC=1C=NC=C(C(=O)NC2=CC(=CC=C2)C(C)NC=2N=C3C(=NC2)N(C=N3)COCC[Si](C)(C)C)C1 5-methyl-N-(3-(1-((1-((2-(trimethylsilyl)ethoxy)methyl)-1H-imidazo[4,5-b]pyrazin-5-yl)amino)ethyl)phenyl)nicotinamide